3-Fluoro-5-(2-(4-((3ar,6as)-hexahydrocyclopenta[c]pyrrol-2(1H)-yl)phenyl)thiazol-5-yl)-2-hydroxybenzaldehyde FC=1C(=C(C=O)C=C(C1)C1=CN=C(S1)C1=CC=C(C=C1)N1C[C@@H]2[C@H](C1)CCC2)O